ClC1=C(C(=NN1C)C1=NC(=CC=C1)OC)C(=O)N1CCC2(CC1)CCN(CC2)CCC(C)(C)C (5-Chloro-3-(6-methoxypyridin-2-yl)-1-methyl-1H-pyrazol-4-yl)(9-(3,3-dimethylbutyl)-3,9-diazaspiro[5.5]undecan-3-yl)methanone